NC(C(C(CC1CCC1)NC(=O)C1C2C(C2CN1C(C(C(C)(C)C)NC(C(F)(F)F)=O)=O)(C)C)=O)=O N-[3-amino-1-(cyclobutylmethyl)-2,3-dioxo-propyl]-3-[3,3-dimethyl-2-[(2,2,2-trifluoroacetyl)amino]butanoyl]-6,6-dimethyl-3-azabicyclo[3.1.0]hexane-2-carboxamide